6-(3-fluorophenyl)-7-(1-hydrazinylethyl)-3-methyl-5H-thiazolo[3,2-a]pyrimidin-5-one FC=1C=C(C=CC1)C1=C(N=C2N(C1=O)C(=CS2)C)C(C)NN